isopropyltitanium tripalmitate C(CCCCCCCCCCCCCCC)(=O)[O-].C(CCCCCCCCCCCCCCC)(=O)[O-].C(CCCCCCCCCCCCCCC)(=O)[O-].C(C)(C)[Ti+3]